ClC1=C(C=CC=C1)N1CCN(CC1)CCCCCCN1C=C(C2=CC=CC=C12)C(C(=O)O)CC (1-{6-[4-(2-chloro-phenyl)-piperazin-1-yl]-hexyl}-1H-indol-3-yl)-butyric acid